ClC=1C(=NC(=C(C(=O)[O-])C1)N1CCC(CCC1)(F)F)C 5-chloro-2-(4,4-difluoroazepan-1-yl)-6-methylnicotinate